BrC1=C(C=CC=2C3=CC=CC=C3NC12)Br 1,2-dibromocarbazole